(R)-2-oxo-1-(pyrimidin-2-yl)imidazolidine-4-carboxylic acid O=C1N(C[C@@H](N1)C(=O)O)C1=NC=CC=N1